(R)-(4-(4-methylpyrazolo[1,5-a]pyridin-2-yl)-6,7-dihydro-1H-imidazo[4,5-c]pyridin-5(4H)-yl)(5-(1-(trifluoromethyl)-1H-pyrazol-4-yl)-1,3,4-oxadiazol-2-yl)methanone CC=1C=2N(C=CC1)N=C(C2)[C@@H]2N(CCC1=C2N=CN1)C(=O)C=1OC(=NN1)C=1C=NN(C1)C(F)(F)F